5-amino-N-(4-cyclopropyl-2,6-difluorobenzyl)-N-(pentan-3-yl)-1-((2-(trimethylsilyl)ethoxy)methyl)-6,8-dihydro-1H-furo[3,4-d]pyrrolo[3,2-b]pyridine-2-carboxamide NC1=C2C(=C3C(=N1)C=C(N3COCC[Si](C)(C)C)C(=O)N(C(CC)CC)CC3=C(C=C(C=C3F)C3CC3)F)COC2